C(C)(C)(C)OC(=O)N[C@H](C(=O)OC)CC1=CC=C(C=C1)C#C[Si](C)(C)C methyl (2S)-2-(tert-butoxycarbonylamino)-3-[4-(2-trimethylsilylethynyl)phenyl]propanoate